CC=1C=C(C=CC1C)N1N=C(C=2C=NC=3C=CC=CC3C21)C2=CC=C(C=C2)N2CCN(CC2)C(=O)OC(C)(C)C tert-butyl 4-{4-[1-(3,4-dimethylphenyl)-1H-pyrazolo[4,3-c]quinolin-3-yl]phenyl}piperazine-1-carboxylate